benzo(a)fluoren-1-one C1(C=CC=C2C1=C1C=C3C=CC=CC3=C1C=C2)=O